N-(1-(2-(((1R,5S,6s)-3-azabicyclo[3.1.0]hexan-6-yl)oxy)-6-(4-fluorophenyl)pyridin-4-yl)ethyl)-2-methylpropane-2-sulfinamide [C@@H]12CNC[C@H]2C1OC1=NC(=CC(=C1)C(C)NS(=O)C(C)(C)C)C1=CC=C(C=C1)F